ClC=1C=C(C=CC1F)NC(=O)C1=C(N=CN1C)C1CC2CC(CC2C1)(O)C1=NC(=NN1C)N1C(=CC=C1C)C N-(3-chloro-4-fluorophenyl)-4-(5-(3-(2,5-dimethyl-1H-pyrrol-1-yl)-1-methyl-1H-1,2,4-triazol-5-yl)-5-hydroxyoctahydropentalen-2-yl)-1-methyl-1H-imidazole-5-carboxamide